6-chloro-4-{3,8-diazabicyclo[3.2.1]oct-3-yl}-8-fluoro-7-[3-fluoro-2-(trifluoromethyl)phenyl]-2-{[(2S)-1-methylpyrrolidin-2-yl]methoxy}quinazoline ClC=1C=C2C(=NC(=NC2=C(C1C1=C(C(=CC=C1)F)C(F)(F)F)F)OC[C@H]1N(CCC1)C)N1CC2CCC(C1)N2